The molecule is a methyl glycoside having beta-D-tyvelose as the glycoside component. It is a methyl glycoside and a monosaccharide derivative. C[C@@H]1[C@H](C[C@@H]([C@@H](O1)OC)O)O